4-bromo-2-(bromomethyl)phenylacetic acid methyl ester COC(CC1=C(C=C(C=C1)Br)CBr)=O